OC1=C2C(C=C(OC2=CC(=C1)OC)C1=CC=C(C=C1)O)=O 5,4'-dihydroxyl-7-methoxyl-flavone